4-[(1S,4R)-5-(cyclopentylsulfonyl)-2,5-diazabicyclo[2.2.1]hept-2-yl]-2-(1-methyl-1H-pyrazol-4-yl)pyrimidine-5-carbonitrile C1(CCCC1)S(=O)(=O)N1[C@H]2CN([C@H](C1)C2)C2=NC(=NC=C2C#N)C=2C=NN(C2)C